N,N-BIs(4-(tert-butyl)phenyl)-3,5-BIs((9-(4-(tert-butyl)phenyl)-9H-carbazol-2-yl)oxy)-4-methylaniline C(C)(C)(C)C1=CC=C(C=C1)N(C1=CC(=C(C(=C1)OC1=CC=2N(C3=CC=CC=C3C2C=C1)C1=CC=C(C=C1)C(C)(C)C)C)OC1=CC=2N(C3=CC=CC=C3C2C=C1)C1=CC=C(C=C1)C(C)(C)C)C1=CC=C(C=C1)C(C)(C)C